C(C)(C)(C)OC(=O)N1CCC2=C(CC1)C=C1C(=C2)N(C=N1)S(=O)(=O)C(F)(F)F 1-((trifluoromethyl)sulfonyl)-5,6,8,9-tetrahydroimidazo[4',5':4,5]benzo[1,2-d]azepine-7(1H)-carboxylic acid tert-butyl ester